1-(3-([1,2,4]triazolo[1,5-a]pyridin-7-yl)-6-(3-methoxypropyl)pyrazin-2-yl)piperidine-4-carboxylic acid N=1C=NN2C1C=C(C=C2)C=2C(=NC(=CN2)CCCOC)N2CCC(CC2)C(=O)O